6-(1-(1-(4-(2-methoxypyrimidin-4-yl)phenyl)ethyl)-4-(propan-1-yn-1-yl)-1H-indazol-7-carboxamido)spiro[3.3]heptane-2-carboxylic acid COC1=NC=CC(=N1)C1=CC=C(C=C1)C(C)N1N=CC2=C(C=CC(=C12)C(=O)NC1CC2(CC(C2)C(=O)O)C1)C#CC